6-(3,4-dichlorophenyl)-3-(pyridine-3-yl)-7H-[1,2,4]triazolo[3,4-b][1,3,4]thiadiazine ClC=1C=C(C=CC1Cl)C1=NN2C(SC1)=NN=C2C=2C=NC=CC2